NC1=NC=CC2=C1C(=NN2C2CC2)C=2C(=C1CCN(C1=CC2)C(CC2=C(C=CC(=C2)C(F)(F)F)F)=O)F 1-(5-(4-amino-1-cyclopropyl-1H-pyrazolo[4,3-c]pyridin-3-yl)-4-fluoro-indolin-1-yl)-2-(2-fluoro-5-(trifluoromethyl)phenyl)ethan-1-one